(2's,3r)-8'-(difluoromethoxy)-3,8-difluoro-6'-(trifluoromethyl)-3'h-spiro[chroman-4,2'-imidazo[1,2-a]pyridine] FC(OC=1C=2N(C=C(C1)C(F)(F)F)C[C@]1(N2)[C@H](COC2=C(C=CC=C21)F)F)F